FC(C=1C(=C(C=CC1)[C@@H](C)NC(=O)C1=CN(C(C=C1NC1[C@@H]2CN(C[C@H]1C2)C)=O)C2(CCC2)C(F)F)F)F N-((R)-1-(3-(difluoromethyl)-2-fluorophenyl)ethyl)-1-(1-(difluoromethyl)cyclobutyl)-4-(((1R,5s,6R)-3-methyl-3-azabicyclo[3.1.1]hept-6-yl)amino)-6-oxo-1,6-dihydropyridine-3-carboxamide